C1(CC1)C(=O)C1=CNC2=NC=CC(=C21)N[C@H]2CN(CCC2)C(C=C)=O 1-[(3R)-3-({3-cyclopropanecarbonyl-1H-pyrrolo[2,3-b]pyridin-4-yl}amino)piperidin-1-yl]prop-2-en-1-one